OC1CC(C1)C1=NC=CC(=N1)N1CCC(CC1)NC(OC(C)(C)C)=O tert-butyl (1-(2-(3-hydroxycyclobutyl)pyrimidin-4-yl)piperidin-4-yl)carbamate